4-[1-(2,3-dihydro-1-benzofuran-4-yl)vinyl]-1H-imidazole O1CCC2=C1C=CC=C2C(=C)C=2N=CNC2